N-(2-cyanoethyl)-N,N-di(3-hexyl)-amine C(#N)CCN(C(CC)CCC)C(CC)CCC